COC(=O)C=1C=C(C=C(C1)OC=1C=NC(=CC1)Br)C1=CC(=CC(=C1)Cl)Cl 5-((6-bromopyridin-3-yl)oxy)-3',5'-dichloro-[1,1'-biphenyl]-3-carboxylic acid methyl ester